(R)-1-(3-cyano-2-fluorophenyl)ethan-1-aminium chloride [Cl-].C(#N)C=1C(=C(C=CC1)[C@@H](C)[NH3+])F